NCC(CN1N=CN(C1=O)C1=CC(=NC=C1)C=1C=NC(=CC1)N(C)C)=C(F)F 2-[2-(aminomethyl)-3,3-difluoro-allyl]-4-[2-[6-(dimethylamino)-3-pyridyl]-4-pyridyl]-1,2,4-triazol-3-one